(R)- and (S)-phenylalanine N[C@H](CC1=CC=CC=C1)C(=O)O |r|